CN1CC(OB(OC(C1)=O)C(C#CCCCOC1=CC=CC=C1)NS(=O)(=O)C1=CC=C(C=C1)[N+](=O)[O-])=O N-(1-(6-methyl-4,8-dioxo-1,3,6,2-dioxazaborocan-2-yl)-6-phenoxyhex-2-yn-1-yl)-4-Nitrobenzenesulfonamide